6,6-Difluoro-1-methoxy-9-methyl-3-(3-methylhex-5-en-2-yl)-6a,7,8,10a-tetrahydrobenzo[c]chromene FC1(OC2=CC(=CC(=C2C2C1CCC(=C2)C)OC)C(C)C(CC=C)C)F